Methyl 3-[4-(2-methoxyethoxy)anilino]-5-(methylamino)-6-(3-methylimidazo[4,5-c]pyridin-7-yl)pyrazine-2-carboxylate COCCOC1=CC=C(NC=2C(=NC(=C(N2)NC)C=2C3=C(C=NC2)N(C=N3)C)C(=O)OC)C=C1